4-(6-chloropyridin-3-yl)-1-[2-cyano-4-(trifluoromethyl)phenyl]piperidine-4-carboxylic acid ethyl ester C(C)OC(=O)C1(CCN(CC1)C1=C(C=C(C=C1)C(F)(F)F)C#N)C=1C=NC(=CC1)Cl